C1(=CC=CC=C1)C(C)OCC1OC=2C(OC1)=CSC2 3-(1-phenylethoxymethyl)-2,3-dihydrothieno[3,4-b][1,4]di-oxine